benzyl N-[3-[(2S)-2-[[4-(3,8-diazabicyclo[3.2.1]octan-3-yl)-8-fluoro-7-(3-hydroxy-1-naphthyl)quinazolin-2-yl]oxymethyl]pyrrolidin-1-yl]propyl]carbamate C12CN(CC(CC1)N2)C2=NC(=NC1=C(C(=CC=C21)C2=CC(=CC1=CC=CC=C21)O)F)OC[C@H]2N(CCC2)CCCNC(OCC2=CC=CC=C2)=O